FC1=CC=C(C=C1)I 1-fluoro-4-Iodobenzene